N[C@@H](CCSC)C#N |r| D,L-methioninenitrile